O1COC2=C1C=CC(=C2)CC(C)N(C(OCC(C)C)=O)C isobutyl N-[2-(1,3-benzodioxol-5-yl)-1-methyl-ethyl]-N-methyl-carbamate